(6S)-N-[(2S)-4-(benzyloxy)-3-oxo-1-[(3S)-2-oxopyrrolidin-3-yl]butan-2-yl]-5-azaspiro[2.4]heptane-6-carboxamide hydrochloride Cl.C(C1=CC=CC=C1)OCC([C@H](C[C@H]1C(NCC1)=O)NC(=O)[C@H]1NCC2(CC2)C1)=O